6-(methylsulfonyl)-N-(1-phenylcyclopropyl)-3-{[4-(1-pyrrolidinyl)-1-piperidinyl]methyl}-2-[4-(trifluoromethyl)phenyl]-4-quinolinecarboxamide CS(=O)(=O)C=1C=C2C(=C(C(=NC2=CC1)C1=CC=C(C=C1)C(F)(F)F)CN1CCC(CC1)N1CCCC1)C(=O)NC1(CC1)C1=CC=CC=C1